C(C)C1=NN(C(C(=C1C1=CC(=CC=C1)F)C)=O)CC(=O)OC methyl 2-(3-ethyl-4-(3-fluorophenyl)-5-methyl-6-oxopyridazin-1(6H)-yl)acetate